2,4-bis(1-methyl-1-phenylethyl)phenol CC(C)(C1=CC=CC=C1)C1=C(C=CC(=C1)C(C)(C)C1=CC=CC=C1)O